triazolo[4,5-b]pyridin-3-ylpyrazolo[1,5-a]pyrimidine-3-carboxylate N1=NN(C2=NC=CC=C21)C2=NN1C(N=CC=C1)=C2C(=O)[O-]